(2-(4-((4-(1-isopropyl-1H-1,2,3-triazol-4-yl)pyrimidin-2-yl)amino)benzamido)phenyl)carbamic acid tert-butyl ester C(C)(C)(C)OC(NC1=C(C=CC=C1)NC(C1=CC=C(C=C1)NC1=NC=CC(=N1)C=1N=NN(C1)C(C)C)=O)=O